ethyl 2-[5-(3-bromophenyl)-2-(cyclopropylmethyl)-1H-pyrrol-3-yl]-1,3-thiazole-4-carboxylate BrC=1C=C(C=CC1)C1=CC(=C(N1)CC1CC1)C=1SC=C(N1)C(=O)OCC